FC=1C=C(C=C(C1)F)N1CC(CC1=O)(C(=O)NCC1=CC(=NC=C1)OCC)C 1-(3,5-difluorophenyl)-N-[(2-ethoxypyridin-4-yl)methyl]-3-methyl-5-oxopyrrolidine-3-carboxamid